ClC1=NC(=NC(=C1)C1=C(C=CC=C1)F)N 4-chloro-6-(2-fluorophenyl)pyrimidin-2-amine